Bis(isothiocyanato)bipyridineamine N(=C=S)C=1C(=C(C(=NC1)C1=NC=CC=C1)N)N=C=S